2-cyclopropyl-4,5,6,7-tetrahydro-[1,3]thiazolo[5,4-c]pyridine C1(CC1)C=1SC=2CNCCC2N1